3-[(3-cyclopropyl-phenyl)-methyl]-8-dimethylamino-8-phenyl-1,3-diazaspiro[4.5]decan-2-one C1(CC1)C=1C=C(C=CC1)CN1C(NC2(C1)CCC(CC2)(C2=CC=CC=C2)N(C)C)=O